C1(C(C1)NS(=O)(=O)C1=CC(=CC=C1)C(=O)N1CC2(C3=CC(=CC=C13)Br)CCC1(CC2)CC1)C1CC1 N-([1,1'-bi(cyclopropan)]-2-yl)-3-(5''-bromodispiro[cyclopropane-1,1'-cyclohexane-4',3''-indoline]-1''-carbonyl)benzenesulfonamide